citronellyl carbonate C(OCCC(C)CCC=C(C)C)([O-])=O